C(C1=CC=CC=C1)NC(CCCOCCCC)NCC1=CC=CC=C1 N,N'-dibenzyl-5-oxanonanediamine